NC1=NC=CC=C1C1=NC=2C(=NC(=CC2)N2N=CC=C2)N1C=1C=C2CC[C@@H](C2=C(C1)F)N[S@@](=O)C(C)(C)C (S)-N-[(1S)-5-[2-(2-aminopyridin-3-yl)-5-(pyrazol-1-yl)imidazo[4,5-b]pyridin-3-yl]-7-fluoro-2,3-dihydro-1H-inden-1-yl]-2-methylpropane-2-sulfinamide